tert-butyl (5-(4,4,5,5-tetramethyl-1,3,2-dioxaborolan-2-yl)benzo[d]thiazol-2-yl)carbamate CC1(OB(OC1(C)C)C=1C=CC2=C(N=C(S2)NC(OC(C)(C)C)=O)C1)C